S(=O)(=O)([O-])[O-].[Na+].COC.[Na+] methyl ether sodium sulfate